tert-butyl 4-(3-cyano-9-ethyl-5,6,6-trimethyl-11-oxo-6,11-dihydro-5H-benzo[b]carbazol-8-yl)piperazine-1-carboxylate C(#N)C1=CC=C2C=3C(C4=C(C(C3N(C2=C1)C)(C)C)C=C(C(=C4)CC)N4CCN(CC4)C(=O)OC(C)(C)C)=O